BrC=1N=C(N(C1)NC(=O)OC(C)(C)C)C(CC(=O)OCC)=O ethyl 3-[4-bromo-1-[(tert-butoxycarbonyl)amino]imidazol-2-yl]-3-oxopropanoate